BrC=1C=CC=C2C=CN=C(C12)OC 8-Bromo-1-methoxyisoquinoline